6-((1-(((3S,4R)-3-Amino-4-hydroxypyrrolidin-1-yl)sulfonyl)cyclopropyl)methyl)-N-(4-cyanobenzyl)-1-methyl-7-oxo-4,5,6,7-tetrahydro-1H-pyrazolo[3,4-c]pyridine-3-carboxamide N[C@H]1CN(C[C@H]1O)S(=O)(=O)C1(CC1)CN1C(C2=C(CC1)C(=NN2C)C(=O)NCC2=CC=C(C=C2)C#N)=O